CCCCCCCC/C=C\CCCCCCCC(=O)OC[C@H](COP(=O)([O-])OCC[N+](C)(C)C)OC(=O)CCCCCCC/C=C\CCCCCCC 1-(9Z-octadecenoyl)-2-(9Z-heptadecenoyl)-glycero-3-phosphocholine